(2-(N-(tert-butyl)sulfamoyl)-5-isobutyl-thiophen-3-yl)boronic acid C(C)(C)(C)NS(=O)(=O)C=1SC(=CC1B(O)O)CC(C)C